(R)-2-(2-(cyclopropanesulfonylamino)thiazol-4-yl)-N-(4-(6-ethoxypyrazin-2-yl)phenyl)-2-methoxyacetamide C1(CC1)S(=O)(=O)NC=1SC=C(N1)[C@H](C(=O)NC1=CC=C(C=C1)C1=NC(=CN=C1)OCC)OC